2-[4-[7-(5-isoquinolyl)-2-[[(2S)-1-methylpyrrolidin-2-yl]methoxy]-6,8-dihydro-5H-pyrido[3,4-d]pyrimidin-4-yl]-1-prop-2-enoyl-piperazin-2-yl]acetonitrile C1=NC=CC2=C(C=CC=C12)N1CC=2N=C(N=C(C2CC1)N1CC(N(CC1)C(C=C)=O)CC#N)OC[C@H]1N(CCC1)C